(1S,2S)-2-fluoro-N-(5-(3-methyl-1H-pyrrolo[2,3-b]pyridin-5-yl)pyrazolo[1,5-a]pyridin-2-yl)cyclopropane-1-carboxamide F[C@@H]1[C@@H](C1)C(=O)NC1=NN2C(C=C(C=C2)C=2C=C3C(=NC2)NC=C3C)=C1